tert-butyl (3S,4S)-3-hydroxy-4-[3-methyl-2-oxo-1-(2-trimethylsilylethoxymethyl) benzimidazol-4-yl]piperidine-1-carboxylate O[C@@H]1CN(CC[C@H]1C1=CC=CC=2N(C(N(C21)C)=O)COCC[Si](C)(C)C)C(=O)OC(C)(C)C